NC1=C(C=C(C(=C1)Cl)Cl)C(C)(C)O 2-(2-Amino-4,5-dichlorophenyl)propan-2-ol